COC1=CC=C(C=C1)S(=O)(=O)N[C@@H]1CC[C@H](OC1)CN1CCC2(CN(C2)C2=NC=NC=C2)CC1 4-(7-(((2S,5R)-5-((4-methoxyphenyl)sulfonamido)tetrahydro-2H-pyran-2-yl)methyl)-2,7-diazaspiro[3.5]nonan-2-yl)pyrimidin